P(OCCCCCCCCCCCCCCCC)(OCCCCCCCC)[O-] hexadecyl octyl phosphite